FC1(CCN(CC1)C=1C=2N(C=C(N1)NC(C1=C(C=C(C=C1)NS(=O)(=O)CCO)N1CCC3(CC3)CC1)=O)C=C(N2)C)F N-(8-(4,4-difluoropiperidin-1-yl)-2-methylimidazo[1,2-a]pyrazin-6-yl)-4-((2-hydroxyethyl)sulfonylamino)-2-(6-azaspiro[2.5]octane-6-yl)benzamide